N5-(tert-butyl)-N7-((3-methyloxetan-3-yl)methyl)-2-(1-(tetrahydro-2H-pyran-2-yl)-1H-pyrazol-5-yl)thieno[3,2-b]pyridine-5,7-diamine C(C)(C)(C)NC1=CC(=C2C(=N1)C=C(S2)C2=CC=NN2C2OCCCC2)NCC2(COC2)C